1,2,2,3,4,4-hexamethylphosphacyclobutane-1-oxide CP1(C(C(C1(C)C)C)(C)C)=O